FC1=C(C=C(C=C1)F)[C@@H]1N(CCC1)C1=CC=C2C(=N1)N(C=N2)C(=O)NC2CCOCC2 (R)-5-(2-(2,5-Difluorophenyl)pyrrolidin-1-yl)-N-(tetrahydro-2H-pyran-4-yl)-3H-imidazo[4,5-b]pyridine-3-carboxamide